N-[(1S)-1-[(1R,2S,5S)-6,6-dimethyl-2-[[[(3S)-2-oxopyrrolidin-3-yl]methylamino]carbamoyl]-3-azabicyclo[3.1.0]hexane-3-carbonyl]-3-methyl-butyl]-2,2,2-trifluoro-acetamide CC1([C@H]2CN([C@@H]([C@@H]12)C(NNC[C@H]1C(NCC1)=O)=O)C(=O)[C@H](CC(C)C)NC(C(F)(F)F)=O)C